C(CCCCCCCCCCCCCCCCC)OC(C(C(=O)OCCCCCCCCCCCCCCCCCC)CC1=CC(=C(C(=C1)CC)O)C(C)(C)C)=O dioctadecyl-2-(3-tert-butyl-4-hydroxy-5-ethylbenzyl)-malonate